FC1=C(C(=C(C=C1OC)OC)F)C1=CC2=C(N=C(N=C2)N[C@H]2[C@H](COC2)NC(C=C)=O)C(=N1)N1CC(OC(C1)C)C N-((3R,4S)-4-((6-(2,6-difluoro-3,5-dimethoxyphenyl)-8-(2,6-dimethylmorpholino)pyrido[3,4-d]pyrimidin-2-yl)amino)tetrahydrofuran-3-yl)acrylamide